(E)-5-{2-[(2,4-Difluorophenyl)sulfonyl]vinyl}-N2-(1H-indazol-5-yl)-N4-methylpyrimidine-2,4-diamine FC1=C(C=CC(=C1)F)S(=O)(=O)/C=C/C=1C(=NC(=NC1)NC=1C=C2C=NNC2=CC1)NC